FC(C(C(F)(F)F)OC(=O)N1CCC2(C[C@H]2C(=O)NC=2C=CC(=NC2)OCC(=O)O)CC1)(F)F |r| (±)-2-((5-(6-(((1,1,1,3,3,3-hexafluoro-propan-2-yl)oxy)carbonyl)-6-aza-spiro[2.5]octane-1-carboxamido)pyridin-2-yl)oxy)acetic acid